ClC1=CC=C(N=N1)N1CCCC2CCNCC12 1-(6-chloropyridazin-3-yl)-3,4,4a,5,6,7,8,8a-octahydro-2H-1,7-naphthyridine